(E)-3-(benzo[d]thiazol-2-yl)-4-(3-(4-methoxyphenyl)-1H-pyrazol-4-yl)but-3-enoic acid S1C(=NC2=C1C=CC=C2)\C(\CC(=O)O)=C\C=2C(=NNC2)C2=CC=C(C=C2)OC